difluoromethyl-methyl mercaptan FC(F)CS